trans-3-(Butylamino)-5-(4-hydroxycyclohexyl)-8-(4-isopropylpiperazin-1-yl)pyrimido[4,5-c]isoquinolin-6(5H)-one C(CCC)NC=1N=CC2=C(N(C(C=3C=C(C=CC23)N2CCN(CC2)C(C)C)=O)[C@@H]2CC[C@H](CC2)O)N1